FC(C1=CC=C(COC2=CC=CC=3NC4=CC=CC=C4C23)C=C1)(F)F 4-(4-trifluoromethylbenzyloxy)-9H-carbazole